6-(3-bromo-1-(3-chloro-5-fluoropyridin-2-yl)-1H-pyrazole-5-carboxamido)-N-cyclopropyl-5-methylpyrazolo[1,5-a]pyridine-7-carboxamide BrC1=NN(C(=C1)C(=O)NC=1C(=CC=2N(C1C(=O)NC1CC1)N=CC2)C)C2=NC=C(C=C2Cl)F